BrC=1C(=C2N(C=CN=C2Cl)C1C)C1=CC=C(C=C1)OC 7-bromo-1-chloro-8-(4-methoxyphenyl)-6-methylpyrrolo[1,2-a]pyrazine